C(C1=CC=CC=C1)N1C2=CC=C(C=C2C=2C(CCCC12)C(N)=O)OCCCC(=O)O 4-[(9-benzyl-4-carbamoyl-1,2,3,4-tetrahydrocarbazol-6-yl)oxy]butanoic acid